1-(5-(4-fluorophenyl)-6-isopropyl-7-(4,4,5,5-tetramethyl-1,3,2-dioxaborolan-2-yl)pyrrolo[2,3-f]indazol-1(5H)-yl)-2,2-dimethylpropan-1-one FC1=CC=C(C=C1)N1C(=C(C2=C1C=C1C=NN(C1=C2)C(C(C)(C)C)=O)B2OC(C(O2)(C)C)(C)C)C(C)C